chloro[2-(dicyclohexylphosphino)-3,6-dimethoxy-2',4',6'-tri-i-propyl-1,1'-biphenyl] ClC1=C(C(=C(C(=C1)OC)C1=C(C=C(C=C1C(C)C)C(C)C)C(C)C)P(C1CCCCC1)C1CCCCC1)OC